[Si](C)(C)(C(C)(C)C)OCC1=CC2=NC=CC(=C2S1)C=1C=C(C=C2CCCN(C12)C1CN(C(C1)(C)C)S(=O)(=O)C(C)(C)C)Cl 2-(((tert-butyldimethylsilyl)oxy)methyl)-7-(1-(1-(tert-butylsulfonyl)-5,5-dimethylpyrrolidin-3-yl)-6-chloro-1,2,3,4-tetrahydroquinolin-8-yl)thieno[3,2-b]pyridine